1,2-Decanediamine C(C(CCCCCCCC)N)N